(R)-7-(phenylmethyloxy)-3,4-dihydroisoquinoline-2,3(1H)-dicarboxylic acid 2-(tert-butyl) ester 3-methyl ester COC(=O)[C@@H]1N(CC2=CC(=CC=C2C1)OCC1=CC=CC=C1)C(=O)OC(C)(C)C